CN(C(=O)C1=CC=2N(C(C(=C(N2)C(F)(F)F)C2=CC=C(C=C2)OCC(F)(F)F)=O)C=C1)C N,N-dimethyl-4-oxo-3-(4-(2,2,2-trifluoroethoxy)phenyl)-2-(trifluoromethyl)-4H-pyrido[1,2-a]pyrimidine-8-carboxamide